racemic-pyrimidodiazepine N1N=CC=CC2=C1C=NC=N2